[C@H]12COC[C@@H]2C1NC(=O)C=1C=C(C2=C(C(CO2)C2=CC(=CC=C2)O)C1)C(=O)NC (+/-)-N5-((1R,5S,6r)-3-Oxabicyclo[3.1.0]hexan-6-yl)-3-(3-hydroxyphenyl)-N7-methyl-2,3-dihydrobenzofuran-5,7-dicarboxamide